CN1C(CN(CC1)C)C=1SC2=C(N1)C=C(C=C2)[C@@H]2NC[C@H](CC2)C 2-(1,4-dimethylpiperazin-2-yl)-5-[(2R,5S)-5-methyl-2-piperidyl]-1,3-benzothiazole